C[C@H]1CC[C@H](CN1C(C1=CC=C(C=C1)C=1C=NC=CC1)=O)C(=O)OC methyl (3R,6S)-6-methyl-1-(4-(pyridin-3-yl)benzoyl)piperidine-3-carboxylate